CN(CCOC=1C=CC2=C(NC(=N2)C2=NNC3=CC=C(C=C23)C(=O)O)C1)C 3-(6-(2-(dimethylamino)ethoxy)-1H-benzo[d]imidazol-2-yl)-1H-indazole-5-carboxylic acid